C(CCCCC(=O)O)(=O)OO peroxyadipic acid